5-methyl-4-oxo-1-(1,2,4-thiadiazol-5-yl)-7-[3-(1H-1,2,4-triazol-1-yl)azetidin-1-yl]1,4-dihydro-1,8-naphthyridine-3-carboxylic acid CC1=C2C(C(=CN(C2=NC(=C1)N1CC(C1)N1N=CN=C1)C1=NC=NS1)C(=O)O)=O